3-(((4-(2-((6-(1,2,3-thiadiazol-5-yl)-1H-indazol-4-yl)amino)ethoxy)butyl)amino)methyl)-5-(trifluoromethoxy)benzonitrile S1N=NC=C1C1=CC(=C2C=NNC2=C1)NCCOCCCCNCC=1C=C(C#N)C=C(C1)OC(F)(F)F